2-(dodecyl-thiocarboxythio)-2-methylpropionic acid C(CCCCCCCCCCC)S=C(O)SC(C(=O)O)(C)C